5-{6-fluoro-[1,2,4]triazolo[1,5-a]pyridin-5-yl}-6-methylpyridin-2-carbonitrile FC=1C=CC=2N(C1C=1C=CC(=NC1C)C#N)N=CN2